N-acryloyl-N'-methylhomopiperazine C(C=C)(=O)N1CCN(CCC1)C